(2R,3R,4R,5R)-2-(2-amino-6-chloro-9H-purin-9-yl)-5-((benzoyloxy)methyl)-3-methyltetrahydrofuran-3,4-diyl dibenzoate C(C1=CC=CC=C1)(=O)O[C@]1([C@@H](O[C@@H]([C@H]1OC(C1=CC=CC=C1)=O)COC(C1=CC=CC=C1)=O)N1C2=NC(=NC(=C2N=C1)Cl)N)C